(R)-N-(1-phenylethyl)-6-(1H-pyrrolo[2,3-b]pyridin-3-yl)quinazolin-4-amine C1(=CC=CC=C1)[C@@H](C)NC1=NC=NC2=CC=C(C=C12)C1=CNC2=NC=CC=C21